2-(Butylamino)carbonyloxyethyl acrylate C(C=C)(=O)OCCOC(=O)NCCCC